C1(CCCC1)C1(NOC2=C1N=C(NC2=O)C2=CC=C(C=C2)F)[2H] 3-cyclopentyl-5-(4-fluorophenyl)isoxazolo[4,5-d]pyrimidin-7(6H)-one-3-d